butan-2-one O-(3,6-dichloro-2-methoxybenzoyl) oxime ClC=1C(=C(C(=O)ON=C(C)CC)C(=CC1)Cl)OC